C1(CC1)[C@H](C(NC1=CC=CC=C1)=O)NC(OC(C)(C)C)=O tert-butyl (R)-(1-cyclopropyl-2-oxo-2-(phenylamino)ethyl)carbamate